C(C)(C)(C)C1=C(N=C2NS(C=3C=CC=C(C(N4CC=5C=CC=CC5C(OC1=N2)C4)=O)C3)(=O)=O)Cl 13-tert-butyl-12-chloro-15-oxa-8λ6-thia-1,9,11,25-tetraazapentacyclo[14.7.1.13,7.110,14.017,22]hexacosa-3,5,7(26),10,12,14(25),17(22),18,20-nonaene-2,8,8-trione